(3S,5S)-(3-methyl-5-(6-oxo-1,6-dihydropyridin-3-yl)piperidin-1-yl)propanamide C[C@@H]1CN(C[C@@H](C1)C1=CNC(C=C1)=O)C(C(=O)N)C